C(CCC\C=C/C\C=C/C\C=C/C\C=C/CCCCC)(=O)N[C@@H]([C@H](O)C)C(=O)O N-arachidonoyl-threonine